(+/-)-tert-Butyl ((trans)-1-(2-(1-ethyl-1H-indol-2-yl)-1-methyl-1H-benzo[d]imidazole-5-carbonyl)-4-methoxypiperidin-3-yl)carbamate C(C)N1C(=CC2=CC=CC=C12)C1=NC2=C(N1C)C=CC(=C2)C(=O)N2C[C@H]([C@@H](CC2)OC)NC(OC(C)(C)C)=O |r|